(1R,2R,3R,4S)-N-(2-fluoro-3-(trifluoromethyl)phenyl)-3-(pyrazin-2-yl)-7-oxabicyclo[2.2.1]heptane-2-carboxamide FC1=C(C=CC=C1C(F)(F)F)NC(=O)[C@H]1[C@H]2CC[C@@H]([C@H]1C1=NC=CN=C1)O2